COC(C(CC1=CC=CC=C1)C1=C(N(C2=CC=C(C=C12)OCC1=CC=CC=C1)C1=CC(=C(C=C1)F)C)C1CC1)=O (5-(benzyloxy)-2-cyclopropyl-1-(4-fluoro-3-methylphenyl)-1H-indol-3-yl)-3-phenylpropionic acid methyl ester